tert-butyl N-[(3S,4S)-8-[7-[(2-amino-3-chloro-4-pyridyl)sulfanyl]-1-(2-trimethylsilylethoxy methyl) pyrazolo[4,3-c]pyridin-4-yl]-3-methyl-2-oxa-8-azaspiro[4.5]decan-4-yl]carbamate NC1=NC=CC(=C1Cl)SC=1C2=C(C(=NC1)N1CCC3([C@@H]([C@@H](OC3)C)NC(OC(C)(C)C)=O)CC1)C=NN2COCC[Si](C)(C)C